FC1=CC(=C(C=C1)C1=CC(OC2=CC(=CC=C12)O[C@@H](C(=O)O)C)=O)NC(CCCCCCCCCCCCC)=O (2R)-2-[4-[4-fluoro-2-(tetradecanamido)phenyl]-2-oxo-chromen-7-yl]oxypropionic acid